exo-N-[(3-bromo-1,2,4-oxadiazol-5-yl)methyl]-5-fluoro-1a,6b-dihydro-1H-cyclopropa[b][1]benzofuran-1-carboxamide BrC1=NOC(=N1)CNC(=O)C1C2OC3=C(C21)C=C(C=C3)F